6-iodo-N4-(2-methoxyethyl)thieno[3,2-d]Pyrimidine-2,4-diamine IC1=CC=2N=C(N=C(C2S1)NCCOC)N